[4-methyl-1-(2H-tetraazol-5-yl)pentyl](7-methoxy-4-quinazolinyl)amine CC(CCC(C=1N=NNN1)NC1=NC=NC2=CC(=CC=C12)OC)C